The molecule is a limonoid that is salannin in which the furanyl group at position 17 is replaced by an oxo group. Isolated from Azadirachta indica, it exhibits anti-inflammatory activity. It has a role as an anti-inflammatory agent. It is a limonoid, an organic heteropentacyclic compound, an acetate ester, a cyclic terpene ketone, an enone and a methyl ester. It derives from a tiglic acid and a salannin. C/C=C(\\C)/C(=O)O[C@H]1C[C@H]([C@]2(CO[C@@H]3[C@@H]2[C@]1([C@H]([C@]4([C@@H]3O[C@H]5C4=C(C(=O)C5)C)C)CC(=O)OC)C)C)OC(=O)C